N-benzyl-2-(5-(4-(2-(3-methyloxetan-3-yl)ethoxy)phenyl)pyridin-2-yl)acetamide C(C1=CC=CC=C1)NC(CC1=NC=C(C=C1)C1=CC=C(C=C1)OCCC1(COC1)C)=O